2-(3-allylpiperidin-1-yl)-4-nitrobenzamide C(C=C)C1CN(CCC1)C1=C(C(=O)N)C=CC(=C1)[N+](=O)[O-]